9-chloro-6-((4,6-dimethyl-2-oxo-1,2-dihydropyridin-3-yl)methyl)-2-(4-(dimethylamino)phenyl)-2,4-dimethyl-7,8-dihydro-[1,3]dioxolo[4,5-g]isoquinolin-5(6H)-one ClC=1C=2CCN(C(C2C(=C2C1OC(O2)(C)C2=CC=C(C=C2)N(C)C)C)=O)CC=2C(NC(=CC2C)C)=O